chloro-3-hydroxy-2'-methoxy-2-naphthoanilide ClC1=C(C(=CC2=CC=CC=C12)O)C(=O)NC1=C(C=CC=C1)OC